CN1CCC(=CC1)C=1SC2=C(N1)C=C(C=C2)C=2CC[C@@H](CN2)C 2-(1-methyl-3,6-dihydro-2H-pyridin-4-yl)-5-[(3S)-3-methyl-2,3,4,5-tetrahydropyridin-6-yl]-1,3-benzothiazole